3-(((6-Chloro-2-(trifluoromethyl)quinolin-4-yl)amino)methyl)-3-(4-fluoro-1H-pyrazol-1-yl)-N-((1r,4r)-4-hydroxycyclohexyl)azetidine-1-carboxamide ClC=1C=C2C(=CC(=NC2=CC1)C(F)(F)F)NCC1(CN(C1)C(=O)NC1CCC(CC1)O)N1N=CC(=C1)F